5-chloro-4-(6,6-difluoro-4-methyl-1,4-diazepan-1-yl)-2-(2-fluoro-4-pyridinyl)-1H-pyrimidin-6-one ClC1=C(N=C(NC1=O)C1=CC(=NC=C1)F)N1CCN(CC(C1)(F)F)C